ClC1=C2C3(C(NC2=CC=C1OC1=C(C=C(C=C1Cl)[N+](=O)[O-])Cl)=O)CC3 4'-chloro-5'-(2,6-dichloro-4-nitrophenoxy)spiro[cyclopropane-1,3'-indoline]-2'-one